ClCC=1C=CC=2C3=C(C(NC2C1C)=O)CCC3 7-chloromethyl-6-methyl-1,2,3,5-tetrahydro-4H-cyclopenta[c]quinolin-4-one